4-Chloro-5-iodo-7-(tetrahydro-2H-pyran-4-yl)-7H-pyrrolo[2,3-d]pyrimidine ClC=1C2=C(N=CN1)N(C=C2I)C2CCOCC2